O=C1NC(CCC1C=1C=C(C(=NC1)F)CN1CCC(CC1)N1N=C2C=C(C(=CC2=C1)NC(C1=CN=C(C=C1)C(F)(F)F)=O)C(C)(C)O)=O N-(2-(1-((5-(2,6-dioxopiperidin-3-yl)-2-fluoropyridin-3-yl)methyl)piperidin-4-yl)-6-(2-hydroxypropan-2-yl)-2H-indazol-5-yl)-6-(trifluoromethyl)nicotinamide